[C@H]12CC(C[C@H](CC1)N2)N(C2=CC=C(N=N2)C2=CC=C(C(N2)=O)C=2C=NNC2)C 6-[6-[(1R,3S,5S)-8-azabicyclo[3.2.1]octan-3-yl(methyl)amino]pyridazin-3-yl]-3-(1H-pyrazol-4-yl)-1H-pyridin-2-one